1-nitro-4-((1,1,1-trifluoropropan-2-yl)oxy)benzene [N+](=O)([O-])C1=CC=C(C=C1)OC(C(F)(F)F)C